(Z)-icos-11-en-1-ol C(CCCCCCCCC\C=C/CCCCCCCC)O